ClC=1C=C(C(=C(C1)N(C1=C(C=CC=C1)C)C)C)N 5-chloro-N1,2-dimethyl-N1-(o-tolyl)benzene-1,3-diamine